FC1=C(N=CC2=C1N=C(N=C2N)OCC21CCCN1CCC2)C2=C(C=CC=C2)C(C)C 8-fluoro-7-(2-isopropylphenyl)-2-((tetrahydro-1H-pyrrolizin-7a(5H)-yl)methoxy)pyrido[4,3-d]pyrimidin-4-amine